O[C@H](COC=1C=NN(C1)C12CC(C1)(C2)NC(OC(C)(C)C)=O)C tert-butyl (3-{4-[(2S)-2-hydroxypropoxy]-1H-pyrazol-1-yl}bicyclo[1.1.1]pentan-1-yl)carbamate